CC1=NC(=NO1)C=1C=C2CC[C@H](C2=CC1)C(=O)NC1=CC(=NC=C1)C (R)-5-(5-Methyl-1,2,4-oxadiazol-3-yl)-N-(2-methylpyridin-4-yl)-2,3-dihydro-1H-inden-1-carboxamid